(2S)-1-(3-fluoro-4-methyl-phenyl)-2-methyl-piperazine FC=1C=C(C=CC1C)N1[C@H](CNCC1)C